C(C)OC(=O)C=1SC(=C(N1)C)CCl.ClC=1C=CC(=NC1)OC1=CC=C(C=C1)C1=NN=C(O1)N[C@@H]1C(NC[C@H]1C1=C(C=C(C=C1F)OC)F)=O (3S,4R)-3-[(5-{4-[(5-chloropyridin-2-yl)oxy]phenyl}-1,3,4-oxadiazol-2-yl)amino]-4-(2,6-difluoro-4-methoxyphenyl)pyrrolidin-2-one Ethyl-5-(chloromethyl)-4-methylthiazole-2-carboxylate